F[C@@H]1C[C@H](N(C1)C(=O)C1(C2CCC(C1)C2)C(F)(F)F)C(=O)O (2S,4R)-4-fluoro-1-(2-(trifluoromethyl)bicyclo[2.2.1]heptane-2-carbonyl)pyrrolidine-2-carboxylic acid